6-(2,4-dimethyl-1,3-thiazol-5-yl)-2-[[1-(2-methyl-6,7-dihydro-5H-cyclopenta[d]pyrimidin-4-yl)piperidin-4-yl]methyl]pyridazin-3-one CC=1SC(=C(N1)C)C=1C=CC(N(N1)CC1CCN(CC1)C=1C2=C(N=C(N1)C)CCC2)=O